(S)-N-(3-hydroxy-4-methylphenyl)-N-methyl-3-(6-methyl-4-(trifluoromethyl)pyridin-2-yl)-2-oxooxazolidine-4-carboxamide OC=1C=C(C=CC1C)N(C(=O)[C@H]1N(C(OC1)=O)C1=NC(=CC(=C1)C(F)(F)F)C)C